1-(2-(2-Benzyl-4-methylphenoxy)ethyl)-4-methylpiperazine 2,3-dihydroxysuccinate OC(C(=O)O)C(C(=O)O)O.C(C1=CC=CC=C1)C1=C(OCCN2CCN(CC2)C)C=CC(=C1)C